3-(4'-Hydroxy-3'-tricyclo[3.3.1.13,7]dec-1-yl[1,1'-biphenyl]-4-yl)-2-propenoic acid OC1=C(C=C(C=C1)C1=CC=C(C=C1)C=CC(=O)O)C12CC3CC(CC(C1)C3)C2